ClC=1C=CC=C2C=CC(=NC12)NC=1C=NC(=CC1)SC(F)(F)F 8-chloro-N-(6-((trifluoromethyl)thio)pyridin-3-yl)quinolin-2-amine